N-[2-(5-tert-butyl-1,3,4-oxadiazol-2-yl)-1-(methylethyl)-2-oxoethyl]acetamide C(C)(C)(C)C1=NN=C(O1)C(C(C(C)C)NC(C)=O)=O